C=CC(CCC=C(C)C)=C Beta-Myrcen